OC=1C=C(C(=O)C2=CC(=CC=C2)O)C=C(C1O)O 3,4,5,3'-tetrahydroxybenzophenone